COC(=O)C1CN(S(C=2N1C(C=C(C2C2=CC(=CC=C2)C(F)(F)F)CC2=CC=CC1=CC=CC=C21)=O)(=O)=O)CC(=O)O 2-(4-(methoxycarbonyl)-8-(naphthalen-1-ylmethyl)-1,1-dioxido-6-oxo-9-(3-(trifluoromethyl)phenyl)-3,4-dihydro-2H,6H-pyrido[1,2-e][1,2,5]thiadiazin-2-yl)acetic acid